C(C)(C)(C)C1N(CCC(C1)N1N=CC(=C1)C=1C=NC(=C(C1)C(NCCC1=CC=C(C=C1)Cl)=O)N)C(=O)O tert-butyl-4-(4-(6-amino-5-(4-chlorophenethylcarbamoyl)pyridin-3-yl)-1H-pyrazol-1-yl)piperidine-1-carboxylic acid